tert-Butyl (2S,5S)-2-((6-bromopyridin-2-yl)carbamoyl)-5-methylpyrrolidine-1-carboxylate BrC1=CC=CC(=N1)NC(=O)[C@H]1N([C@H](CC1)C)C(=O)OC(C)(C)C